[N+](#[C-])C1=CC=CC2=C(C=CC=C12)[N+]#[C-] 1,5-diisocyanonaphthalene